(2S,5R)-5-(2-chlorophenyl)-1-(2'-(2-methoxyethoxy)-[1,1'-biphenyl]-4-carbonyl)pyrrolidine-2-carboxylic acid ClC1=C(C=CC=C1)[C@H]1CC[C@H](N1C(=O)C1=CC=C(C=C1)C1=C(C=CC=C1)OCCOC)C(=O)O